3-triethoxysilyl-1-propylethane thiosulfate S(=S)(=O)(O)O.C(C)O[Si](CCCCC)(OCC)OCC